(naphthyl)terphenanthrene C1(=CC=CC2=CC=CC=C12)C1=C(C=2C=CC3=CC=CC=C3C2C=C1)C=1C(=CC=C2C3=CC=CC=C3C=CC12)C1=CC=CC=2C3=CC=CC=C3C=CC12